C(C)N(C(=O)C1=C(OC=2C(=NC=NC2)NCC2CCN(CC2)C[C@@H]2CC[C@H](CC2)NC(O)=O)C=CC(=C1)F)C(C)C.CN([C@@H](CCCNC(N)=N)C(=O)O)C DI-METHYL-ARGININE (trans-4-((4-(((5-(2-(ethyl-(isopropyl)carbamoyl)-4-fluorophenoxy)pyrimidin-4-yl)amino)methyl)piperidin-1-yl)methyl)cyclohexyl)carbamate